(1S,2S)-1-(6-bromo-2-methoxyquinolin-3-yl)-4-dimethylamino-2-(1-naphthyl)-1-phenyl-butan-2-ol BrC=1C=C2C=C(C(=NC2=CC1)OC)[C@@H]([C@](CCN(C)C)(O)C1=CC=CC2=CC=CC=C12)C1=CC=CC=C1